3-(3-(4-(Chloromethyl)phenyl)-5-(1-(fluoromethyl)-1H-1,2,3-triazol-4-yl)-3H-imidazo[4,5-b]pyridin-2-yl)pyridin-2-amine ClCC1=CC=C(C=C1)N1C(=NC=2C1=NC(=CC2)C=2N=NN(C2)CF)C=2C(=NC=CC2)N